4-(4-(2,3,4-trifluorophenyl)-1H-1,2,3-triazol-1-yl)tetrahydro-2H-pyran-3-ol FC1=C(C=CC(=C1F)F)C=1N=NN(C1)C1C(COCC1)O